NC/C(/CN1N=CN(C1=O)CC=1SC(=CC1)C=1CCNCC1)=C\F 2-[(2E)-2-(aminomethyl)-3-fluoroprop-2-en-1-yl]-4-{[5-(1,2,3,6-tetrahydropyridin-4-yl)thiophen-2-yl]methyl}-2,4-dihydro-3H-1,2,4-triazol-3-one